O(C1=CC=CC=C1)CC1NC(OC1)=O 4-(phenoxymethyl)-2-oxazolidinone